Cl.Cl.NCCC=1SC(=C(N1)C(=O)NCC1=NC=CC=C1Cl)Cl 2-(2-aminoethyl)-5-chloro-N-[(3-chloropyridin-2-yl)methyl]-1,3-thiazole-4-carboxamide dihydrochloride